4-(4-((1R,5S)-3,8-diazabicyclo[3.2.1]octan-3-yl)-8-fluoro-2-((1-methyl-1H-imidazol-2-yl)methoxy)pyrido[4,3-d]pyrimidin-7-yl)naphthalen-2-ol [C@H]12CN(C[C@H](CC1)N2)C=2C1=C(N=C(N2)OCC=2N(C=CN2)C)C(=C(N=C1)C1=CC(=CC2=CC=CC=C12)O)F